N1(CCOCC1)CCCS(=O)(=O)O 3-morpholinyl-propanesulfonic acid